CC1(OB(OC1(C)C)C=1N=C(SC1)C(F)(F)F)C 4-(4,4,5,5-tetramethyl-1,3,2-dioxaborolan-2-yl)-2-(trifluoromethyl)Thiazole